[N+](=O)([O-])C1=C(OC(C2=CN=C(N2C([2H])([2H])[2H])[N+](=O)[O-])([2H])[2H])C=CC(=C1)[N+](=O)[O-] 5-((2,4-dinitrophenoxy)methyl-d2)-1-methyl-d3-2-nitro-1H-imidazole